NCCCNCCCNCCCCCCCCCCCC N1-(3-aminopropyl)-N3-dodecylpropane-1,3-diamine